diisopropoxytitanium bis(acetoacetate) C(CC(=O)C)(=O)[O-].C(CC(=O)C)(=O)[O-].C(C)(C)O[Ti+2]OC(C)C